1-methyl-1-n-propylpiperidinium Hydroxide [OH-].C[N+]1(CCCCC1)CCC